4-(4-(trifluoromethyl)benzyl)pyrrolidine-2-carboxamide FC(C1=CC=C(CC2CC(NC2)C(=O)N)C=C1)(F)F